BrC=1C(=NN(C1C1=CC=CC=C1)C1=C(C(=CC=C1)F)F)SCC(=O)OCC Ethyl {[4-bromo-1-(2,3-difluorophenyl)-5-phenyl-1H-pyrazol-3-yl]sulfanyl}acetate